Pyridine-2-carboxamidine N1=C(C=CC=C1)C(=N)N